C1(=CC(=CC=C1)C1=NC2=CC=C(C=C2C=C1)[Si](C)(C)C)C 2-(m-tolyl)-6-(trimethylsilyl)quinoline